trimethylolpropane tri(2-piperazinylpropionate) N1(CCNCC1)C(C(=O)O)C.N1(CCNCC1)C(C(=O)O)C.N1(CCNCC1)C(C(=O)O)C.C(O)C(CC)(CO)CO